2-((S)-cyclohexyl(1-methyl-1H-pyrazole-5-carboxamido)methyl)-6-((R)-4-isopropyl-2-oxoimidazolidin-1-yl)-N-methyl-5,6,7,8-tetrahydro-1H-naphtho[2,3-d]imidazole-6-carboxamide C1(CCCCC1)[C@@H](C1=NC2=C(N1)C=C1CCC(CC1=C2)(C(=O)NC)N2C(N[C@@H](C2)C(C)C)=O)NC(=O)C2=CC=NN2C